(R)-N1-(3-amino-2-hydroxypropyl)-4-(4-(2-hydroxyethyl)-1,4-diazepan-1-yl)-3-(2H-tetrazol-5-yl)benzene-1,2-disulfonamide NC[C@H](CNS(=O)(=O)C=1C(=C(C(=CC1)N1CCN(CCC1)CCO)C=1N=NNN1)S(=O)(=O)N)O